[N+](=[N-])=CCCN diazopropylamine